3-(cyanomethyl)-3-hydroxypyrrolidine-1-carboxylic acid tert-butyl ester C(C)(C)(C)OC(=O)N1CC(CC1)(O)CC#N